CN1C=2N(CC[C@@H](C1=O)NC(=O)C1=NN3C(CCC[C@H]3C3=CC=CC=C3)=N1)N=CC2 (S)-N-((S)-4-Methyl-5-oxo-5,6,7,8-tetrahydro-4H-pyrazolo[1,5-a][1,3]diazepin-6-yl)-5-phenyl-5,6,7,8-tetrahydro-[1,2,4]triazolo[1,5-a]pyridin-2-carboxamid